tert-butyl (R)-(6-(4-(5-chloro-7-((1-cyclobutylethyl)amino)-[1,2,4]triazolo[1,5-a]pyrimidin-6-yl)-3,5-difluorophenoxy)spiro[3.3]hept-2-yl)(methyl)carbamate ClC1=NC=2N(C(=C1C1=C(C=C(OC3CC4(CC(C4)N(C(OC(C)(C)C)=O)C)C3)C=C1F)F)N[C@H](C)C1CCC1)N=CN2